O\N=C(/N)\C=1C(=NC=CN1)C(C)NC(C1=CC(=CC(=C1)C(F)(F)F)C(F)(F)F)=O N-[1-[3-[(Z)-N'-hydroxycarbamimidoyl]pyrazin-2-yl]ethyl]-3,5-bis(trifluoromethyl)benzamide